N-(2-(chloromethyl)-3-chlorophenyl)-4-methylbenzenesulfonamide ClCC1=C(C=CC=C1Cl)NS(=O)(=O)C1=CC=C(C=C1)C